3-(2-(2-chloropyrimidin-4-yl)acetyl)pyridin-2(1H)-one ClC1=NC=CC(=N1)CC(=O)C=1C(NC=CC1)=O